2-methylpentane-1,3-diol CC(CO)C(CC)O